C(#N)C1=C(C=C(C=C1)N1CCC(CC1)C(=O)NC=1N=NC(=CC1)OC1CN(C1)CC1CCN(CC1)C=1C=C2C(N(C(C2=CC1)=O)C1C(NC(CC1)=O)=O)=O)C(F)(F)F 1-(4-cyano-3-(trifluoromethyl)phenyl)-N-(6-((1-((1-(2-(2,6-dioxopiperidin-3-yl)-1,3-dioxoisoindolin-5-yl)piperidin-4-yl)methyl)azetidin-3-yl)oxy)pyridazin-3-yl)piperidine-4-carboxamide